OC1(CCN(CC1)CC1CCC(CC1)OC)C=1C=C2CN(C(C2=CC1)=O)C1C(NC(CC1)=O)=O 3-(5-(4-hydroxy-1-(((1r,4r)-4-methoxycyclohexyl)methyl)piperidin-4-yl)-1-oxoisoindolin-2-yl)piperidine-2,6-dione